O[C@H]1[C@@H](C(NC1)=O)NC(=O)C1=C(OC2=C1C=C(C=C2)OCC=2C(=NC=CC2)C(F)(F)F)C N-((3S,4R)-4-hydroxy-2-oxopyrrolidin-3-yl)-2-methyl-5-((2-(trifluoromethyl)pyridin-3-yl)methoxy)benzofuran-3-carboxamide